4-(5-bromopyrimidin-2-yl)piperazine-1-carbaldehyde BrC=1C=NC(=NC1)N1CCN(CC1)C=O